(2,6-dimethyl-1,2,3,4-tetrahydro-2-naphthyl)methanol CC1(CC2=CC=C(C=C2CC1)C)CO